4-(1-(4-cyclohexyl-1-(4-(trifluoromethyl)benzyl)-1H-1,2,3-triazole-5-carboxamido)ethyl)benzoic acid C1(CCCCC1)C=1N=NN(C1C(=O)NC(C)C1=CC=C(C(=O)O)C=C1)CC1=CC=C(C=C1)C(F)(F)F